3,4,5-trichloro-2-iodophenyl ether ClC=1C(=C(C=C(C1Cl)Cl)OC1=C(C(=C(C(=C1)Cl)Cl)Cl)I)I